3-(4-fluoro-5-(4-((4'-fluoro-5,5-dimethyl-3,4,5,6-tetrahydro-[1,1'-biphenyl]-2-yl)methyl)-3,3-dimethylpiperazine-1-carbonyl)-1-oxoisoindolin-2-yl)piperidine-2,6-dione FC1=C2CN(C(C2=CC=C1C(=O)N1CC(N(CC1)CC1=C(CC(CC1)(C)C)C1=CC=C(C=C1)F)(C)C)=O)C1C(NC(CC1)=O)=O